15-(3,4-dichlorophenyl)-5-methyl-8,9,10,11,12,13,14,15-octahydro-2,19-etheno-3,6-(metheno)pyrido[3,4-f][1,2,5,8,11,15]hexaazacycloheptadecin-7(5H)-one ClC=1C=C(C=CC1Cl)N1C2=C3N=C(C4=NN(C(C(NCCCNCC1)=O)=C4)C)C=CC3=NC=C2